3-bromo-7-(2,2,2-trifluoroethyl)-5,6,7,8-tetrahydro-(1,2,4)triazolo(4,3-a)pyrazine BrC1=NN=C2N1CCN(C2)CC(F)(F)F